ClC1=NC=C2N(C(N(C2=N1)CC1=CC=C(C=C1)C=1N(C=C(N1)C(F)(F)F)C(C)C)=N)C 2-chloro-9-[[4-[1-isopropyl-4-(trifluoromethyl)imidazol-2-yl]phenyl]methyl]-7-methyl-purin-8-imine